tert-butyl (S)-6-(acetoxymethyl)-7-(4-fluorobenzyl)-2-(methoxymethyl)-2,3-dihydro-1H-pyrido[2,3-b][1,4]oxazine-1-carboxylate C(C)(=O)OCC=1C(=CC2=C(OC[C@@H](N2C(=O)OC(C)(C)C)COC)N1)CC1=CC=C(C=C1)F